N-(3-(4,4-difluoropiperidin-1-yl)-1-methyl-1H-indazol-5-yl)-2-(6-azaspiro[2.5]oct-6-yl)benzamide FC1(CCN(CC1)C1=NN(C2=CC=C(C=C12)NC(C1=C(C=CC=C1)N1CCC2(CC2)CC1)=O)C)F